CCCCCCCCCCCCBr Bromododecane